Cl.Cl.CC1(C2C(N(C(C12)=O)CC1=CC2=NC=CC(=C2S1)C1=NC(=CC(=C1C[C@@H]1CNCCO1)C)C(F)(F)F)=O)C 6,6-dimethyl-3-((7-(4-methyl-3-(((R)-morpholin-2-yl)methyl)-6-(trifluoromethyl)pyridin-2-yl)thieno[3,2-b]pyridin-2-yl)methyl)-3-azabicyclo[3.1.0]hexane-2,4-dione dihydrochloride